NC=1C=NC(=NC1)C=1N=NN(C1NC(O[C@H](C)C=1C(=NC=C(C1)F)Cl)=O)C (R)-1-(2-chloro-5-fluoropyridin-3-yl)ethyl (4-(5-aminopyrimidin-2-yl)-1-methyl-1H-1,2,3-triazol-5-yl)carbamate